C(C)(C)OC=1C(=CC2=C(N=C(S2)N)C1)OC 5-isopropoxy-6-methoxybenzo[d]thiazole-2-amine